sodium 1,2,3,4-tetrahydro-2-methyl-1,4-dioxo-2-naphthalenesulfonate CC1(C(C2=CC=CC=C2C(C1)=O)=O)S(=O)(=O)[O-].[Na+]